[S-]C=1C=CC(=C(C(=O)[O-])C1)[N+](=O)[O-] 5-sulfido-2-nitrobenzoate